C(C1=CC=CC=C1)C(CC(C)C)(C)NC(=O)C=1C=NC2=C(C=CC=C2C1)F N-(1-benzyl-1,3-dimethyl-butyl)-8-fluoro-quinoline-3-Formamide